(S)-1-(1-(7-chloro-1-oxo-1,2-dihydroisoquinolin-4-yl)ethyl)-3-(3-chloro-4-fluorophenyl)-1-methylurea ClC1=CC=C2C(=CNC(C2=C1)=O)[C@H](C)N(C(=O)NC1=CC(=C(C=C1)F)Cl)C